N-(1-methyl-1H-pyrazol-3-yl)-5-(piperazin-1-yl)pyridin-2-amine hydrochloride Cl.CN1N=C(C=C1)NC1=NC=C(C=C1)N1CCNCC1